OCC=1C=NC2=C(N=CC=C2C1)NC=1C(=C(C=CC1)C1=C(C(=CC=C1)NC(=O)C=1N(C2=C(CN(CC2)C)N1)C)C)C N-(3'-(3-(hydroxymethyl)-1,7-naphthyridin-8-ylamino)-2,2'-dimethylbiphenyl-3-yl)-1,5-dimethyl-4,5,6,7-tetrahydro-1H-imidazo[4,5-c]pyridine-2-carboxamide